4-(amino)-1-methylpyrrole-2-carboxylic acid NC=1C=C(N(C1)C)C(=O)O